C(C1=CC=CC=C1)S(=O)(=O)N[C@H](C(=O)N[C@@H](C)C=1NC(=CN1)C1=C(C=C(C=C1)F)F)CC(=O)N1[C@H](CCCC1)C (2S)-2-(benzylsulfonylamino)-N-[(1S)-1-[5-(2,4-difluorophenyl)-1H-imidazol-2-yl]ethyl]-4-[(2S)-2-methyl-1-piperidyl]-4-oxo-butanamide